O=C1N(CCOC1)C(=O)OC(C)(C)C tert-butyl 3-oxomorpholine-4-carboxylate